NC1=CC=C(C=N1)C1=CN2C(S1)=C(C=N2)C(=O)NC=2SC(=CC2C)C(NCCN2C(CCC2)(C)C)=O 2-(6-aminopyridin-3-yl)-N-(5-((2-(2,2-dimethylpyrrolidin-1-yl)ethyl)carbamoyl)-3-methylthiophen-2-yl)pyrazolo[5,1-b]thiazole-7-carboxamide